C1(=CC=CC=C1)NC(=O)C1=CC=C(S1)C=1C=C(OC2CCN(CC2)C(=O)[O-])C=CC1 4-(3-(5-(Phenylcarbamoyl)thiophen-2-yl)phenoxy)piperidine-1-carboxylate